OC[C@H](C1=CC=CC=C1)NC1=CC(=NC=C1C1=NC(=NO1)C1=NC=CC=C1)NC=1C=C2C(N(C(C2=CC1)=O)CCC)(C)C (S)-5-((4-((2-hydroxy-1-phenylethyl)amino)-5-(3-(pyridin-2-yl)-1,2,4-oxadiazol-5-yl)pyridin-2-yl)amino)-3,3-dimethyl-2-propylisoindolin-1-one